C[C@@H]1CN(C2=C(C=CC=C2C1)C)S(=O)(=O)C1=C(C=C(C=C1)C=1C=NN(C1)C)C (S)-3,8-dimethyl-1-((2-methyl-4-(1-methyl-1H-pyrazol-4-yl)phenyl)sulfonyl)-1,2,3,4-tetrahydroquinoline